ClC1=C(N(C(C2=C(C=CC=C12)N(C)C)=O)C1=CC=CC=C1)[C@H](C)NC=1C2=C(N=CN1)NC=CC2=O (S)-4-((1-(4-chloro-8-(dimethylamino)-1-oxo-2-phenyl-1,2-dihydroisoquinolin-3-yl)ethyl)amino)pyrido[2,3-d]pyrimidin-5(8H)-one